(3S)-8-[2-[4-[4-[(2,6-dioxopiperidin-3-yl)amino]-3-fluorophenyl]piperidin-1-yl]acetyl]-8-azaspiro[4.5]decan O=C1NC(CC[C@@H]1NC1=C(C=C(C=C1)C1CCN(CC1)CC(=O)N1CCC2(CCCC2)CC1)F)=O